2-(2-methyl-oxazol-4-yl)-6-(3-pyridin-4-yl-propoxy)-3H-quinazolin-4-one CC=1OC=C(N1)C1=NC2=CC=C(C=C2C(N1)=O)OCCCC1=CC=NC=C1